C(CCCCCCCCCCCCCCCCC)(=O)[O-].C(CCCCCCCCCCCCCCCCC)(=O)[O-].[NH4+].C=C.[NH4+] ethylene ammonium distearate